IC=1C=CC(=C(C1)C=1SC=2N=CN=C(C2N1)S)C 2-(5-iodo-2-methylphenyl)thiazolo[5,4-d]pyrimidine-7-thiol